2-(4-isopropyl-1H-1,2,3-triazol-1-yl)-N-(4-(6-methoxy-7-((1-methylpiperidin-4-yl)methoxy)quinazolin-4-yl)phenyl)acetamide C(C)(C)C=1N=NN(C1)CC(=O)NC1=CC=C(C=C1)C1=NC=NC2=CC(=C(C=C12)OC)OCC1CCN(CC1)C